N1=C(C=CC=C1)[C@@H](C)NC(=O)[C@@H]1CN(CC[C@H]1NC(=O)C1=CC(=NO1)C1=C(C=C(C=C1)F)F)C1CCCCC1 (3R,4R)-1-cyclohexyl-4-{[3-(2,4-difluoro-phenyl)-isoxazole-5-carbonyl]-amino}-piperidine-3-carboxylic acid ((R)-1-pyridin-2-yl-ethyl)-amide